FC1=CC(=CC=2NC(=NC21)CCNCCC=2OC=C(N2)C(=O)NCC2=NC=CC=C2F)F 2-(2-{[2-(4,6-difluoro-1H-1,3-benzodiazol-2-yl)ethyl]amino}ethyl)-N-[(3-fluoropyridin-2-yl)methyl]-1,3-oxazole-4-carboxamide